NC(CP(O)(=O)CC(C)C)=NO (2-amino-2-(hydroxyimino)ethyl)(isobutyl)phosphinic acid